Cl.CC=1C=CC=C2C(=CC=NC12)N[C@H]1CNCC1 (R)-8-methyl-N-(pyrrolidin-3-yl)quinolin-4-amine hydrochloride